bis(6-((2-hexyldecanoyl)oxy)hexyl) 2-((tert-butyldiphenylsilyl)oxy)pentanedioate [Si](C1=CC=CC=C1)(C1=CC=CC=C1)(C(C)(C)C)OC(C(=O)OCCCCCCOC(C(CCCCCCCC)CCCCCC)=O)CCC(=O)OCCCCCCOC(C(CCCCCCCC)CCCCCC)=O